octadecadienal CCCCCCCCCCCCC/C=C/C=C/C=O